ClC1=CC=C2C(=N1)N=C(O2)N[C@H]2CN(CCCC2)CC 5-chloro-N-[(3R)-1-ethylazepan-3-yl]oxazolo[4,5-b]pyridin-2-amine